tert-Butyl 8-((8-(heptadecan-9-yloxy)-8-oxooctyl)(3-((2-(methylamino)-3,4-dioxocyclobut-1-en-1-yl)amino)propyl)amino)octanoate CCCCCCCCC(CCCCCCCC)OC(CCCCCCCN(CCCCCCCC(=O)OC(C)(C)C)CCCNC1=C(C(C1=O)=O)NC)=O